(S)-1-(7-(4-methoxybenzyl)-4-methyl-5,7-dihydro-4H-isoxazolo[5,4-e]indazol-3-yl)ethan-1-one COC1=CC=C(CN2N=C3C[C@@H](C4=C(C3=C2)ON=C4C(C)=O)C)C=C1